[1,3]Dioxazole O1NOC=C1